butyl 6-aminohexylcarbamate NCCCCCCNC(OCCCC)=O